C(C)N1N=C2N=C(C=NC2=C1)N[C@@H](C)C=1C=C(C=CC1)NC(C1=CN=CC(=C1)F)=O (S)-N-(3-(1-((2-ethyl-2H-pyrazolo[3,4-b]pyrazin-6-yl)amino)ethyl)phenyl)-5-fluoronicotinamide